NCCC(=O)C(C(C(=O)O)(N)N)(C)C(CCO)=O Beta-alanyl-hydroxypropionyl-diaminobutyric acid